(2R)-5-(2,6-Dichlorophenoxy)-5-oxo-2-[4,7,10-tris(carboxymethyl)-1,4,7,10-tetraazacyclododecan-1-yl]pentanoic acid ClC1=C(OC(CC[C@H](C(=O)O)N2CCN(CCN(CCN(CC2)CC(=O)O)CC(=O)O)CC(=O)O)=O)C(=CC=C1)Cl